C(#N)C1=C(C=CC=C1)C1=NC2=C(C=C(C=C2C(N1C)=O)C)\C(\C)=N/[S@](=O)C(C)(C)C (R,Z)-N-(1-(2-(2-cyanophenyl)-3,6-dimethyl-4-oxo-3,4-dihydroquinazolin-8-yl)ethylidene)-2-methylpropane-2-sulfinamide